C1(=CC(=CC=C1)C=1NC2=C(N1)C=CC=C2)C 2-(m-tolyl)benzo[d]imidazol